C(C)N1ON=C(C1C(=O)O)N.OCCC(C(=O)O)=C.ClC=1C(=NC(=NC1)N1C[C@@H](C(CC1)(F)F)CO)S(=O)(=O)C |r| rac-(1-(5-chloro-4-(methylsulfonyl)pyrimidin-2-yl)-4,4-difluoropiperidin-3-yl)methanol 2-hydroxyethyl-acrylate ethyl-4-amino-1,2,5-oxadiazole-3-carboxylate